{[3,5-bis(difluoromethyl)-1H-pyrazol-1-yl]acetyl}piperidine FC(C1=NN(C(=C1)C(F)F)CC(=O)N1CCCCC1)F